C(CC)(=O)O[C@H]1C(=CC[C@H](C1)C(=C)C)C [(1R,5R)-5-Isopropenyl-2-methyl-cyclohex-2-en-1-yl] propionate